5-(1-(cyclohexylmethyl)piperidin-3-yl)-2-(isoquinolin-8-yl)-2,4-dihydro-3H-1,2,4-triazol-3-one C1(CCCCC1)CN1CC(CCC1)C=1NC(N(N1)C=1C=CC=C2C=CN=CC12)=O